Perfluoro-1,6-hexandiol diacrylate C(C=C)(=O)OC(C(C(C(C(C(OC(C=C)=O)(F)F)(F)F)(F)F)(F)F)(F)F)(F)F